2-hexyldecyl 8-(3-((6-((2-Hexyldecyl)oxy)-6-oxohexyl)amino)-3-oxopropyl)-2,2-dimethyl-4,11-dioxo-3-oxa-5,8,12-triazaoctadecane-18-Oate C(CCCCC)C(COC(CCCCCNC(CCN(CCNC(OC(C)(C)C)=O)CCC(NCCCCCC(=O)OCC(CCCCCCCC)CCCCCC)=O)=O)=O)CCCCCCCC